(1r,3s,5r,7r,8r,10s,13r)-5,7,9,9,13-pentamethyl-5-[(1E)-1-propen-1-yl]-4,6-dioxatetracyclo[6.5.1.01,10.03,7]tetradecane C[C@]1(O[C@H]2C[C@@]34[C@H](C([C@H]([C@]2(O1)C)C4)(C)C)CC[C@H]3C)\C=C\C